1-(4-(4-Amino-2-ethyl-1H-imidazo[4,5-C]quinolin-1-yl)butyl)-3-(3-(pyrrolidin-1-ylmethyl)benzyl)urea NC1=NC=2C=CC=CC2C2=C1N=C(N2CCCCNC(=O)NCC2=CC(=CC=C2)CN2CCCC2)CC